C(CCCCCCC)C(C(=O)[O-])S.C(CCCCCCC)C(C(=O)[O-])S.C(CCCCCCC)[Sn+2]CCCCCCCC Dioctyltin bis(octyl thioglycolate)